(R)-2-chloro-N-(1-(difluoromethyl)-5-ethoxy-6-oxo-1,6-dihydropyridin-3-yl)-8-methyl-8-(trifluoromethyl)-7,8-dihydro-6H-pyrazolo[1,5-a]pyrrolo[2,3-e]pyrimidine-6-carboxamide ClC1=NN2C(N=CC3=C2[C@@](CN3C(=O)NC3=CN(C(C(=C3)OCC)=O)C(F)F)(C(F)(F)F)C)=C1